benzyl (2R)-4-(2-{[(2R,7aS)-2-fluoro-hexahydro-1H-pyrrolizin-7a-yl]methoxy}-7-chloro-8-fluoropyrido[4,3-d]pyrimidin-4-yl)-2-methylpiperidine-1-carboxylate F[C@@H]1C[C@@]2(CCCN2C1)COC=1N=C(C2=C(N1)C(=C(N=C2)Cl)F)C2C[C@H](N(CC2)C(=O)OCC2=CC=CC=C2)C